(Z)-3-amino-4-fluorobut-2-enoic acid methyl ester COC(\C=C(\CF)/N)=O